NC1CC2(C(N(CC3=CC=C(C=C23)SC)CC)=O)C1 3-amino-2'-ethyl-6'-(methylthio)-1',2'-dihydro-3'H-spiro[cyclobutane-1,4'-isoquinoline]-3'-one